ClCCC(=O)C1=CC=C(C=C1)Cl 3-chloro-1-(4-chlorophenyl)propan-1-one